5-(2-fluoro-6-hydroxy-3-(1-(2,2,2-trifluoroethyl)-1H-pyrazol-4-yl)phenyl)-1,2,5-thiadiazolidin-3-one 1,1-dioxide FC1=C(C(=CC=C1C=1C=NN(C1)CC(F)(F)F)O)N1CC(NS1(=O)=O)=O